FC(OC=1C=C(C=CC1)C(=C)C1=NNC=C1)F 3-(1-(3-(difluoromethoxy)phenyl)vinyl)-1H-pyrazole